C(C)(C)(C)OC(=O)N1CCC(=CC1)C=1C=NC(=C(C1)OC)C=O 6-formyl-5-methoxy-3',6'-dihydro-[3,4'-bipyridine]-1'(2'H)-carboxylic acid tert-butyl ester